C(#C)[C@]1([C@H](C[C@@H](O1)N1C2=NC(=NC(=C2N=C1)NC(OC(C)CCCCCCCCCCCC)=O)F)O)CO 2-Tetradecyl (9-((2R,4S,5R)-5-ethynyl-4-hydroxy-5-(hydroxymethyl)tetrahydrofuran-2-yl)-2-fluoro-9H-purin-6-yl)carbamate